NC1=C(N=CC2=C(C(=CC=C12)F)C=1N=CSC1C#N)C(=O)NCCC 4-amino-8-(5-cyanothiazol-4-yl)-7-fluoro-N-propylisoquinoline-3-carboxamide